4,7-bis(5-bromothien-2-yl)-5,6-dinitro-2,1,3-benzothiadiazole BrC1=CC=C(S1)C1=C(C(=C(C2=NSN=C21)C=2SC(=CC2)Br)[N+](=O)[O-])[N+](=O)[O-]